C(C(=C)C)(=O)OC1CC(CCC1C(C)C)C menthol methacrylate